4-chloromethyl-3,5-difluoro-1-methoxybenzene ClCC1=C(C=C(C=C1F)OC)F